C(CC)=O e-propanal